(12Z)-20-(oleoyloxy)eicosa-12-enoic acid C(CCCCCCC\C=C/CCCCCCCC)(=O)OCCCCCCC\C=C/CCCCCCCCCCC(=O)O